COC1=NC=C(C(=N1)OC)C=1C=C(C=2N(N1)C=CN2)N2CCC(C2)(F)F 1-(6-(2,4-dimethoxypyrimidin-5-yl)imidazo[1,2-b]pyridazin-8-yl)-4,4-difluoropyrrolidin